2-((2-(((1-(acryloyloxy)propan-2-yloxy)carbonylamino)methyl)cyclohexyl)methylcarbamoyloxy)propyl methacrylate C(C(=C)C)(=O)OCC(C)OC(NCC1C(CCCC1)CNC(=O)OC(COC(C=C)=O)C)=O